3-((4-(5-(4-chlorophenyl)-4-methyl-1H-imidazol-2-yl)phenoxy)methyl)-5-methyl-1,2,4-oxadiazole ClC1=CC=C(C=C1)C1=C(N=C(N1)C1=CC=C(OCC2=NOC(=N2)C)C=C1)C